lithium iron manganese sulfate S(=O)(=O)([O-])[O-].[Mn+2].[Fe+2].[Li+]